BrC1=C(C=CC=C1)C(=O)C1=C(C=CC=C1)F (2-bromophenyl)(2-fluorophenyl)methanone